(R)-10-((5-chloro-2-(3-methyl-3,8-diazabicyclo[3.2.1]octan-8-yl)pyrimidin-4-yl)amino)-2-cyclopropyl-7-methyl-1,2,3,4-tetrahydro-[1,4]oxazepino[2,3-c]quinolin ClC=1C(=NC(=NC1)N1C2CN(CC1CC2)C)NC2=CC=1C3=C(CN(C1C=C2)C)OCC[C@@H](N3)C3CC3